N1=NC=CC2=CC(=CC=C12)C(=O)OC methyl cinnoline-6-carboxylate